4-methyl-N3-[4-(3-pyridyl)thiazol-2-yl]benzene-1,3-diamine CC1=C(C=C(C=C1)N)NC=1SC=C(N1)C=1C=NC=CC1